O[C@]1(C(C)=O)CC[C@H]2[C@@H]3CCC4=CC(CC[C@]4(C)C3=CC[C@]12C)=O 17-hydroxypregna-4,9(11)-diene-3,20-dione